4-(2-aminopyrimidin-5-yl)-3,6-dihydro-2H-pyridine-1-carboxylic acid tert-butyl ester C(C)(C)(C)OC(=O)N1CCC(=CC1)C=1C=NC(=NC1)N